3-cyclopropyl-N-[(2Z)-imidazolidin-2-ylidene]-4-({3-[(propan-2-yl)carbamothioyl]phenyl}amino)benzamide C1(CC1)C=1C=C(C(=O)N=C2NCCN2)C=CC1NC1=CC(=CC=C1)C(NC(C)C)=S